vinyl-sulphonate sodium salt [Na+].C(=C)S(=O)(=O)[O-]